ClC=1C(=C(CC2(CC2)N2[C@@H](CC(CC2)(C(=O)O)CC2=NC(=CC=C2F)NC2=NNC(=C2)C)C)C=CC1)F (2R)-1-(1-(3-chloro-2-fluorobenzyl)cyclopropyl)-4-((3-fluoro-6-((5-methyl-1H-pyrazol-3-yl)amino)pyridin-2-yl)methyl)-2-methylpiperidine-4-carboxylic acid